ClC1=C(C=NC=C1O)C1=NN=C(S1)CN1C2(CC2)C(N(C1=O)CC)=O 4-[[5-(4-chloro-5-hydroxy-3-pyridyl)-1,3,4-thiadiazol-2-yl]methyl]-6-ethyl-4,6-diazaspiro[2.4]heptane-5,7-dione